[Li].C[Si](C)C.C[Si](C)C bis(trimethylsilicon) lithium